2-[3-(methoxymethyl)-2,2-dimethyl-cyclopent-3-en-1-yl]-acetaldehyde COCC=1C(C(CC1)CC=O)(C)C